C(CCCCCCC)[SiH2]CCCCCl n-octyl-(4-chlorobutyl)silane